(S)-6-isopropyl-2-methoxy-3-(3-methoxypropoxy)-9-(1H-1,2,4-triazol-5-yl)-5,6-dihydro-10H-pyrido[1,2-h][1,7]naphthyridin-10-one C(C)(C)[C@@H]1CC=2C=C(C(=NC2C=2N1C=C(C(C2)=O)C2=NC=NN2)OC)OCCCOC